FC(C(=O)O)(F)F.N1(CCC1)CC1=C(CNC2=CC(=C(C(=C2)F)S(=O)(=O)NC2=NOC(=C2)C)F)C(=CC=C1F)F 4-((2-(azetidin-1-ylmethyl)-3,6-difluorobenzyl)amino)-2,6-difluoro-N-(5-methylisoxazol-3-yl)benzenesulfonamide 2,2,2-trifluoroacetate